6-fluoro-5-(methylsulfonyl)naphthalene-2-ol FC=1C(=C2C=CC(=CC2=CC1)O)S(=O)(=O)C